C1(=CC=CC=C1)[Si](OC1CCCCC1)(C1=CC=CC=C1)CCCSSCCC[Si](OC1CCCCC1)(C1=CC=CC=C1)C1=CC=CC=C1 bis(diphenylcyclohexyloxy silylpropyl) disulfide